BrC=1SC=C(N1)C1=CC=CC=C1 2-Bromo-4-phenyl-1,3-thiazole